7-methyl-2-((7-methylquinolin-6-yl)amino)-9-(1-(oxetan-3-yl)piperidin-4-yl)-7,9-dihydro-8H-purin-8-one CN1C(N(C2=NC(=NC=C12)NC=1C=C2C=CC=NC2=CC1C)C1CCN(CC1)C1COC1)=O